3-(2-(4-((3-(dimethylamino)benzyl)(3-methoxybenzyl)amino)benzyloxy)ethoxy)-N,N-dimethylaniline CN(C=1C=C(CN(C2=CC=C(COCCOC=3C=C(N(C)C)C=CC3)C=C2)CC2=CC(=CC=C2)OC)C=CC1)C